3-(4-(dimethylphosphoryl)phenyl)propionic acid methyl ester COC(CCC1=CC=C(C=C1)P(=O)(C)C)=O